[Na+].[Na+].O(C1=C(C=CC=C1CCCCCCCCCC)S(=O)(=O)[O-])C1=C(C=CC=C1CCCCCCCCCC)S(=O)(=O)[O-] Oxybis(decylbenzenesulfonic acid) disodium salt